C(C)(C)(C)OC(=O)N1C[C@@H](CCCC1)NC1CCCC1 (R)-3-(cyclopentylamino)azepane-1-carboxylic acid tert-butyl ester